ClC=1C=C2C(=CNC2=CC1Cl)CCN 2-(5,6-dichloro-1H-indol-3-yl)ethanamine